[Ti+2].C[SiH2]C dimethyl-silane titanium (II)